Hydroxyoxazolidine OC1OCCN1